7-(6-isopropylindolin-1-yl)-7-oxoheptanoic acid C(C)(C)C1=CC=C2CCN(C2=C1)C(CCCCCC(=O)O)=O